FC1=CC2=CN(N=C2C(=C1)C(=O)N)C1=CC=C(C=C1)C1NCCNC1 5-fluoro-2-(4-piperazin-2-ylphenyl)-2H-indazole-7-carboxamide